((3-bromo-2-(cyclopent-1-en-1-yl)-5-methoxyphenyl)ethynyl)trimethylsilane BrC=1C(=C(C=C(C1)OC)C#C[Si](C)(C)C)C1=CCCC1